CO[C@H]1CN([C@@H](C=2C=CC=NC12)C)C(=O)OC(C)(C)C tert-butyl (5R,8S)-8-methoxy-5-methyl-7,8-dihydro-5H-1,6-naphthyridine-6-carboxylate